C(N)(OC(C)C1=C(N=C(O1)C1=CC(=C(C=C1)OC(F)F)OCC1CC1)CNC(=O)C1=NC(=CC=C1)C(N(C)CC)=O)=O (1-(2-(3-(cyclopropylmethoxy)-4-(difluoromethoxy) phenyl)-4-((6-(ethyl (methyl) carbamoyl) pyridin-amido) methyl) oxazol-5-yl) ethyl) carbamate